C(C)(C)(C)C1=NN=C(O1)C(=O)O 5-(tert-butyl)-1,3,4-oxadiazole-2-carboxylic acid